7-((2R,3R,4R,5S)-3,4-bis((tert-Butyldimethylsilyl)oxy)-5-((((5-(3,4-dimethylphenyl)-3-methyl-isoxazol-4-yl)methyl)thio)methyl)tetrahydrofuran-2-yl)-7H-pyrrolo[2,3-d]pyrimidin-4-amine [Si](C)(C)(C(C)(C)C)O[C@H]1[C@@H](O[C@@H]([C@H]1O[Si](C)(C)C(C)(C)C)CSCC=1C(=NOC1C1=CC(=C(C=C1)C)C)C)N1C=CC2=C1N=CN=C2N